N-{[4-amino-7-(1H-pyrazol-3-yl)-1H-imidazo[4,5-c]Quinolin-2-yl]Methyl}-N-ethyl-propane-2-sulfonamide NC1=NC=2C=C(C=CC2C2=C1N=C(N2)CN(S(=O)(=O)C(C)C)CC)C2=NNC=C2